ClC=1C=NC=2N(C1)N=CC2C(=O)NC=2C=C1CN(C(C1=CC2N2CCOCC2)=O)C[C@H](C(C)(C)O)F (R)-6-chloro-N-(2-(2-fluoro-3-hydroxy-3-methylbutyl)-6-morpholino-1-oxoisoindolin-5-yl)pyrazolo[1,5-a]pyrimidine-3-carboxamide